ClC1=CC=C2C=3C=CC(=CC3CC2=C1)N1N=NC=C1C(=O)O (7-chloro-9H-fluoren-2-yl)-1H-1,2,3-triazole-5-carboxylic acid